3-Butyl-2-methyl-7-(methylthio)-1,1-dioxido-5-phenyl-2,3,4,5-tetrahydro-1,2,5-benzothiadiazepin C(CCC)C1N(S(C2=C(N(C1)C1=CC=CC=C1)C=C(C=C2)SC)(=O)=O)C